C(C)(CC)[Si](OCC)(C(C)CC)C(C)CC tri-sec-butylethoxysilane